C(#N)C1=CC=C(C=C1)OC1=C(C=CC(=N1)C1=CC(=C(CC=2N(C3=C(N2)SC(=C3)C(=O)OC)C[C@H]3OCC3)C=C1)F)F (S)-methyl 2-(4-(6-((4-cyanophenyl) oxy)-5-fluoropyridin-2-yl)-2-fluorobenzyl)-1-(oxetan-2-ylmethyl)-1H-thieno[2,3-d]imidazole-5-carboxylate